TRIETHYLENE GLYCOL DIETHYL ETHER C(C)OCCOCCOCCOCC